6-(4-bromo-2-chlorophenyl)-2-(methylsulfonyl)-8,9-dihydroimidazo[1',2':1,6]pyrido[2,3-d]pyrimidine BrC1=CC(=C(C=C1)C1=CC2=C(N=C(N=C2)S(=O)(=O)C)N2C1=NCC2)Cl